C1=C(C=CC2=CC=CC=C12)N[C@@H](C)C(=O)O naphth-2-ylalanine